(R)-2-(4-(4-aminopiperidin-1-yl)phenyl)-N-((5-fluoro-2-hydroxyphenyl)(1H-indol-2-yl)methyl)isonicotinamide NC1CCN(CC1)C1=CC=C(C=C1)C=1C=C(C(=O)N[C@@H](C=2NC3=CC=CC=C3C2)C2=C(C=CC(=C2)F)O)C=CN1